1-Bromo-4-isopropenyl-2-methyl-benzene BrC1=C(C=C(C=C1)C(=C)C)C